1H-pyrazolo[3',4':3,4]Pyrazolo[1,5-a]Pyridin-6-yl trifluoromethanesulfonate FC(S(=O)(=O)OC=1C=CC=2N(C1)N=C1C2C=NN1)(F)F